CC(S(=O)(=O)O)NC(C=C)=O (methyl)Acrylamidomethanesulfonic acid